2-Bromo-3-chloro-6-(((6-chloropyridin-2-yl)oxy)methyl)pyridine BrC1=NC(=CC=C1Cl)COC1=NC(=CC=C1)Cl